tetraglycidyl-1,4-bis(2-trifluoromethyl-4-aminophenoxy)benzene C(C1CO1)C1=C(C(=C(C(=C1OC1=C(C=C(C=C1)N)C(F)(F)F)CC1CO1)CC1CO1)OC1=C(C=C(C=C1)N)C(F)(F)F)CC1CO1